COC(CNC1CCC(CC1)C=1C=C2C(=C(NC2=CC1)C=1C=C(C=2N(C1)N=CN2)C)C(C)C)=O 2-((4-(3-isopropyl-2-(8-methyl-[1,2,4]triazolo[1,5-a]pyridin-6-yl)-1H-indol-5-yl)cyclohexyl)amino)acetic acid methyl ester